3-(2-chlorophenoxy)-N-((3s,4s)-1,3-dimethylpiperidin-4-yl)-2,2-dimethylpropionamide ClC1=C(OCC(C(=O)N[C@@H]2[C@H](CN(CC2)C)C)(C)C)C=CC=C1